5-bromo-6-methylpyridine-2,3-diamine BrC=1C=C(C(=NC1C)N)N